NC=1C=C(C=CC1)C(CCNC1=CC(=C(C=C1)C)Cl)(C)C N-(3-(3-aminophenyl)-3-methylbutyl)-3-chloro-4-methylaniline